C(C)C=CCC ethyl-butene